6-[5-[[1-[2-(aminomethyl)-3,3-difluoro-allyl]-3-methyl-5-oxo-1,2,4-triazol-4-yl]methyl]-2-thienyl]-8-methyl-3,4-dihydro-1H-quinolin-2-one NCC(CN1N=C(N(C1=O)CC1=CC=C(S1)C=1C=C2CCC(NC2=C(C1)C)=O)C)=C(F)F